C(N)(=N)NC(CC1=C(C(=CC=C1Cl)OC)F)=O N-carbamimidoyl-2-(6-chloro-2-fluoro-3-methoxyphenyl)acetamide